CNC1=C(C=NC=C1)N N4-methylpyridine-3,4-diamine